N-(8-amino-2-(4-(methylamino)phenyl)-4-oxo-4H-chromen-7-yl)-1-phenyl-2,5,8,11,14,17-hexaoxaicosan-20-amide NC=1C(=CC=C2C(C=C(OC12)C1=CC=C(C=C1)NC)=O)NC(CCOCCOCCOCCOCCOCCOCC1=CC=CC=C1)=O